2-[3,5-Bis(difluoromethyl)-1H-pyrazol-1-yl]-1-[4-(4-{5-[2-fluoro-6-(prop-2-yn-1-yloxy)phenyl]-4,5-dihydro-1,2-oxazol-3-yl}-1,3-thiazol-2-yl)piperidin-1-yl]ethanon FC(C1=NN(C(=C1)C(F)F)CC(=O)N1CCC(CC1)C=1SC=C(N1)C1=NOC(C1)C1=C(C=CC=C1OCC#C)F)F